2-(p-bromophenyl)-2-methylpropanoic acid BrC1=CC=C(C=C1)C(C(=O)O)(C)C